FC(C(O)C=1N(C(=CN1)CC1=CC(=NC=C1)OC)COCC[Si](C)(C)C)(F)F 2,2,2-trifluoro-1-(5-((2-methoxypyridin-4-yl)methyl)-1-((2-(trimethylsilyl)ethoxy)methyl)imidazol-2-yl)ethanol